ClC=1C=C2C=C(NC2=CC1)CNC(N(C1CN(CCC1)C(CN1C(CCC1)=O)=O)C)=O 3-[(5-chloro-1H-indol-2-yl)methyl]-1-methyl-1-{1-[2-(2-oxopyrrolidin-1-yl)acetyl]piperidin-3-yl}urea